Tert-butyl (R)-3-((S)-1-(tert-butoxy)-3-(4-formylbenzo[b]thiophen-2-yl)-1-oxopropan-2-yl)pyrrolidine-1-carboxylate C(C)(C)(C)OC([C@@H](CC1=CC2=C(S1)C=CC=C2C=O)[C@@H]2CN(CC2)C(=O)OC(C)(C)C)=O